ClC=1C=CC(=C(C1)C1=CC=C(C=C1)C[C@H](C[C@@](C(=O)OCC1=CC=CC=C1)(C)COCC)NC(=O)C1=CC(=NO1)OCC1=CC=C(C=C1)OC)F benzyl (2S,4R)-5-(5'-chloro-2'-fluoro-[1,1'-biphenyl]-4-yl)-2-(ethoxymethyl)-4-(3-((4-methoxybenzyl)oxy) isoxazole-5-carboxamido)-2-methylpentanoate